tert-Butyl 2-(2,6-dimethylpyridin-4-yl)-3-isopropyl-1,5,7,8-tetrahydro-6H-pyrrolo[3,2-b][1,7]naphthyridine-6-carboxylate CC1=NC(=CC(=C1)C1=C(C2=NC=3CN(CCC3C=C2N1)C(=O)OC(C)(C)C)C(C)C)C